The molecule is an organophosphate oxoanion obtained by deprotonation of the phosphate OH groups and protonation of the amino group of 3'-L-prolyl-AMP; major species at pH 7.3. It is a conjugate base of a 3'-L-prolyl-AMP. C1C[C@H]([NH2+]C1)C(=O)O[C@@H]2[C@H](O[C@H]([C@@H]2O)N3C=NC4=C(N=CN=C43)N)COP(=O)([O-])[O-]